ethyl 3-(phenylsulfanyl)isonicotinate C1(=CC=CC=C1)SC1=C(C(=O)OCC)C=CN=C1